3-(4,5-dimethyl-2-Thiazolyl)-2,5-diphenyl-2H-Tetrazolium Bromide CC1=C(SC(=N1)[N+]2=NC(=NN2C3=CC=CC=C3)C4=CC=CC=C4)C.[Br-]